butan-1-amin C(CCC)N